N-(2-(1-pyrrolidinyl)ethyl)-2-(3-cyano-4-isobutoxyphenyl)-4-methylthiazole-5-carboxamide hydrochloride Cl.N1(CCCC1)CCNC(=O)C1=C(N=C(S1)C1=CC(=C(C=C1)OCC(C)C)C#N)C